NC1=NC2=NC=C(N=C2C(N1)=O)CN(C1=CC=C(C(=O)N[C@H](C(=O)OC)CCC#C)C=C1)C methyl (2S)-2-[[4-[(2-amino-4-oxo-3H-pteridin-6-yl)methyl-methyl-amino]benzoyl]amino]hex-5-ynoate